6-((3-cyanooxetan-3-yl)methoxy)-4-(6-(6-((6-methoxypyridin-3-yl)methyl)-3,6-Diazabicyclo[3.1.1]heptan-3-yl)pyridin-3-yl)pyrazolo[1,5-a]pyridine-3-carbonitrile C(#N)C1(COC1)COC=1C=C(C=2N(C1)N=CC2C#N)C=2C=NC(=CC2)N2CC1N(C(C2)C1)CC=1C=NC(=CC1)OC